C(C1=CC=CC=C1)OCC1CO1 3-benzyloxy-1,2-epoxypropane